C(CCC)C1CCN(CC1)C1=CC=C(C=C1)CC 4-(4-butylpiperidin-1-yl)phenylethane